N1N=CC(=C1)CCNC1=NC(=NC(=C1C)C)C(=O)NC(C)(C)C1=CC=CC=C1 4-((2-(1H-pyrazol-4-yl)ethyl)amino)-5,6-dimethyl-N-(2-phenylpropan-2-yl)pyrimidine-2-carboxamide